C12(CC(C1)C2)NC=2C1=C(N=C(N2)Cl)CCS1 N-(bicyclo[1.1.1]pentan-1-yl)-2-chloro-6,7-dihydrothieno[3,2-d]pyrimidin-4-amine